2-Ethylsulfanyl-N-[(3-fluorophenyl)-methyl]-4-methyl-[1,8]naphthyridine-3-carboxylic acid amide C(C)SC1=NC2=NC=CC=C2C(=C1C(=O)NCC1=CC(=CC=C1)F)C